FC(OC=1C=C(C=CC1)S(=O)(=O)N1CCOCC1)(F)F 4-[3-(trifluoromethoxy)phenyl]sulfonylmorpholin